3-(4-chlorophenyl)-N-((4-chlorophenyl)sulfonyl)-4-phenyl-5,6-dihydropyridazine-1(4H)-carbothioamide ClC1=CC=C(C=C1)C1=NN(CCC1C1=CC=CC=C1)C(NS(=O)(=O)C1=CC=C(C=C1)Cl)=S